piperidinohendecane-5,7-dione N1(CCCCC1)CCCCC(CC(CCCC)=O)=O